2,4-dimethoxy-2,4,6,6-tetrafluorocyclotriphosphazene COP1(=NP(=NP(=N1)(F)OC)(F)F)F